[Cl-].C1(=C(C(=CC(=C1)C)C)[N+]1=C(NC=C1)C1=C(C=C(C=C1C)C)C)C Bis-mesitylimidazolium chloride salt